dichloro-λ2-stannane Cl[Sn]Cl